2-(morpholin-4-yl)-8-[2-(tetrahydropyran-2-yl)-2H-pyrazol-3-yl]-[1,7]Naphthyridine-4-carboxamide N1(CCOCC1)C1=NC2=C(N=CC=C2C(=C1)C(=O)N)C=1N(N=CC1)C1OCCCC1